N-ETHYL-2-(3-FORMYLPIPERIDIN-1-YL)ACETAMIDE C(C)NC(CN1CC(CCC1)C=O)=O